C(C)(C)(C)NC(=O)N1CC=2N(CC1)C(=C(C2C(=O)N)C2=CC=C(C=C2)C2CCCCC2)C2CC2 N2-tert-butyl-7-(4-cyclohexylphenyl)-6-cyclopropyl-3,4-dihydropyrrolo[1,2-a]pyrazine-2,8(1H)-dicarboxamide